(E)-5-(hydroxymethyl)furan-2-formaldoxime OCC1=CC=C(O1)\C=N\O